1-(4-methoxy-1-benzofuran-5-yl)-3-phenylpropane-1,3-dione COC1=C(C=CC2=C1C=CO2)C(CC(=O)C2=CC=CC=C2)=O